(3S)-1-cyano-N-(5-pyridin-4-yl-1,3-thiazol-2-yl)pyrrolidine-3-carboxamide C(#N)N1C[C@H](CC1)C(=O)NC=1SC(=CN1)C1=CC=NC=C1